2-methyl-5-hexyl-furancarboxylic acid CC1(OC(=CC1)CCCCCC)C(=O)O